1,3,5-tri(4-bromophenyl)benzene BrC1=CC=C(C=C1)C1=CC(=CC(=C1)C1=CC=C(C=C1)Br)C1=CC=C(C=C1)Br